ON1C(CC(CC1(C)C)O)(C)C 1,4-dihydroxy-2,2,6,6-Tetramethylpiperidine